2-amino-4-(oxetan-3-yl)phenol NC1=C(C=CC(=C1)C1COC1)O